5-Cyclopropyl-N-[2-(3-methylpyridin-2-yl)-[1,3]thiazolo[5,4-c]pyridin-6-yl]-6-[(pyrrolidin-1-yl)methyl]pyridin-2-amine C1(CC1)C=1C=CC(=NC1CN1CCCC1)NC1=CC2=C(C=N1)SC(=N2)C2=NC=CC=C2C